IC1=C(C(=CC=C1)C)OC(F)(F)F 1-iodo-3-methyl-2-(trifluoromethoxy)benzene